CN1NC2=NC(=CC(=C2C1=O)NC1=C(C=CC=C1)S(=O)(=O)C)NC1=NC=C(C#N)C=C1 6-((2-methyl-4-((2-(methylsulfonyl)phenyl)amino)-3-oxo-2,3-dihydro-1H-pyrazolo[3,4-b]pyridin-6-yl)amino)nicotinonitrile